(R)-N-(1-(3-amino-5-(trifluoromethyl)phenyl)ethyl)-2-methoxy-6-morpholinopyrido[3,4-d]pyrimidin-4-amine NC=1C=C(C=C(C1)C(F)(F)F)[C@@H](C)NC=1C2=C(N=C(N1)OC)C=NC(=C2)N2CCOCC2